N-[4-(2,2'-binaphthyl-6-yl)phenyl]-N-(9,9'-diphenyl-9H-fluoren-2-yl)dibenzofuran-2-amine C1=C(C=CC2=CC(=CC=C12)C1=CC=C(C=C1)N(C1=CC2=C(OC3=C2C=CC=C3)C=C1)C1=CC=3C(C2=CC=CC=C2C3C=C1)(C1=CC=CC=C1)C1=CC=CC=C1)C1=CC3=CC=CC=C3C=C1